C(=C)N1N=C2C(=CC=C(C2=C1)N1CCC(CC1)N(C(OC(C)(C)C)=O)C)C(NC=1C=C(C=2N(C1)C=C(N2)C)F)=O tert-butyl N-{1-[2-ethenyl-7-({8-fluoro-2-methylimidazo[1,2-a]pyridin-6-yl} carbamoyl)indazol-4-yl]piperidin-4-yl}-N-methylcarbamate